4-aminocyclohexane-1-carboxylic acid NC1CCC(CC1)C(=O)O